NC[C@@]1([C@@H]2CCN(C[C@H]12)C1=CN=C2C(=N1)NN=C2C2=CC=C(C1=CC=CC=C21)C(=O)O)C2=C(C=CC=C2)F 4-(6-((1S,6R,7R)-7-(aminomethyl)-7-(2-fluorophenyl)-3-azabicyclo[4.1.0]heptan-3-yl)-1H-pyrazolo[3,4-b]pyrazin-3-yl)-1-naphthoic acid